2-(S)-hydroxypropane OC(C)C